3-(2,4-dioxotetrahydropyrimidin-1(2H)-yl)-4-fluorobenzene O=C1N(CCC(N1)=O)C=1C=CC=CC1F